C(C)C1=NC2=CC=C(C=C2NC1=O)CN1CC2(CN(C2)C=2C=CC(=NC2F)C(=O)NC)C1 5-(6-((2-ethyl-3-oxo-3,4-dihydroquinoxalin-6-yl)methyl)-2,6-diazaspiro[3.3]heptan-2-yl)-6-fluoro-N-methylpicolinamide